ClC1=C(C=CC=C1)[C@@H](C)OC(=O)NC=1C(=NOC1C1=CC=C(C(=O)NCC(=O)O)C=C1)C |r| (±)-(4-{4-[1-(2-Chloro-phenyl)-ethoxycarbonyl-amino]-3-methyl-isoxazol-5-yl}-benzoylamino)-acetic acid